Tert-butyl (R)-(1-(2-(4-cyanophenyl)-3-(p-tolyl)-3H-imidazo[4,5-b]pyridine-7-yl)piperidine-3-yl)carbamate C(#N)C1=CC=C(C=C1)C1=NC=2C(=NC=CC2N2C[C@@H](CCC2)NC(OC(C)(C)C)=O)N1C1=CC=C(C=C1)C